ClC=1C=C2C(C(=C(NC2=CC1OC)C)C1=CC=C(C=C1)C1=CC(=C(C(=C1)F)OC(F)(F)F)F)=O 6-Chloro-3-(3',5'-difluoro-4'-(trifluoromethoxy)-[1,1'-biphenyl]-4-yl)-7-methoxy-2-methylquinolin-4(1H)-one